4-{[4-(3-methanesulfonylpropanesulfonyl)phenoxy]methyl}-2-methylpyrrolidine CS(=O)(=O)CCCS(=O)(=O)C1=CC=C(OCC2CC(NC2)C)C=C1